tetramethylethyl acetate C(C)(=O)OC(C(C)C)(C)C